trans-1-(6-chloropyrimidin-4-yl)-4-(3,4-dihydroisoquinolin-2(1H)-yl)piperidin ClC1=CC(=NC=N1)N1CCC(CC1)N1CC2=CC=CC=C2CC1